ICCCCCCOCCOC(C(=O)Cl)CCCC 2-(2-((6-iodohexyl)oxy)ethoxy)hexanoyl chloride